N=C(CCCSCCC(=O)OCCCCCCCCCCCC)NNC(CCCCCCCCCCCCCCC)=O dodecyl 3-((4-imino-4-(2-palmitoylhydrazineyl)butyl)thio)propanoate